FC(C(=O)O)(F)F.N[C@H]1CC(CC1)C1=C2C(=C(NC2=C(C=C1F)C(=O)N)C)C 4-((3R)-3-aminocyclopentyl)-5-fluoro-2,3-dimethyl-1H-indole-7-carboxamide 2,2,2-trifluoroacetate